CC1(CCC(=CC1)C1=CC=C(C=C1)C1=CC=C(S1)S(=O)(=O)NC1=C(C(=O)[O-])C=CC=C1OC)C (5-(4',4'-dimethyl-2',3',4',5'-tetrahydro-[1,1'-biphenyl]-4-yl) thiophen-2-sulfonylamino)-3-methoxybenzoate